C(#N)C1=C(C(=C(C=C1)B(O)O)F)F 4-CYANO-2,3-DIFLUOROPHENYLBORONIC ACID